2-(4-(2-Acetyl-5-chlorophenyl)-2-oxapiperazin-1-yl)-3-phenylpropionic acid methyl ester COC(C(CC1=CC=CC=C1)N1OCN(CC1)C1=C(C=CC(=C1)Cl)C(C)=O)=O